1-(methoxy)-5-methylisoquinoline COC1=NC=CC2=C(C=CC=C12)C